N-(1-cyclobutyl-4,7-difluoro-6-(2-hydroxypropan-2-yl)-1H-benzo[d]imidazol-2-yl)-3,3-dimethylbutanamide C1(CCC1)N1C(=NC2=C1C(=C(C=C2F)C(C)(C)O)F)NC(CC(C)(C)C)=O